NC1=C(C=CC(=C1)N)CCCC1=C(C=C(C=C1)N)N 1,3-Bis(2,4-di-aminophenyl)propan